(S)-N-(1-((tert-butyldiphenylsilyl)oxy)hex-5-en-2-yl)acrylamide [Si](C1=CC=CC=C1)(C1=CC=CC=C1)(C(C)(C)C)OC[C@H](CCC=C)NC(C=C)=O